OC1=C(C(=CC(=C1)C1OC2=CC(=CC(=C2CC1O)O)O)O)[O-] 2,6-dihydroxy-4-(3,5,7-trihydroxy-3,4-dihydro-2H-chromen-2-yl)phenolate